Ethyl-N-(benzo[d][1,3]dioxol-5-ylsulfonyl)-N-(1-(3-fluoro-2'-methoxy-[1,1'-biphenyl]-4-yl)-2-oxopiperidin-3-yl)-glycinat C(C)OC(CN(C1C(N(CCC1)C1=C(C=C(C=C1)C1=C(C=CC=C1)OC)F)=O)S(=O)(=O)C1=CC2=C(OCO2)C=C1)=O